COC=1C=C(C=CC1)S(=O)(=O)NCCNC(OC(C)(C)C)=O tert-butyl N-[2'-(3-methoxybenzenesulfonamido)ethyl]carbamate